[3-(4-Chloro-phenyl)-adamantan-1-ylmethyl]-[2-(3-phenoxy-phenyl)-ethyl]-amine ClC1=CC=C(C=C1)C12CC3(CC(CC(C1)C3)C2)CNCCC2=CC(=CC=C2)OC2=CC=CC=C2